FC1=C(C=CC(=C1)F)N1C=C(C(C2=CC(=C(C(=C12)F)N1C[C@H](N(CC1)C(=O)OC(C)(C)C)C(C)O)F)=O)C(=O)O (S)-1-(2,4-difluorophenyl)-6,8-difluoro-7-(4-t-butoxycarbonyl-3-(1-hydroxyethyl)-1-piperazinyl)-1,4-dihydro-4-oxoquinoline-3-carboxylic acid